Br[SiH](N([SiH](Br)Br)CC)Br 1,1,3,3-tetrabromo-2-ethyldisilazane